CN(C1=NC=NC=2N1N=CC2)C2=CC=CC=C2 N-methyl-N-phenylpyrazolo[1,5-a][1,3,5]triazin-4-amine